COC(C[C@H]1CN(C[C@@H](C1)C1=CC=C(C=C1)C(F)(F)F)CC1=CC=C(C=C1)C#N)=O 2-((3S,5S)-1-(4-cyanobenzyl)-5-(4-(trifluoromethyl)phenyl)piperidin-3-yl)acetic acid methyl ester